ClC=1C=CC2=C(N(C3=C(CC2)C=CC=C3)CCCCN(C/C=C/C(CC)=O)C)C1 (E)-6-[4-(3-chloro-10,11-dihydro-5H-dibenzo[b,f]azepin-5-yl)butyl-methyl-amino]hex-4-en-3-one